4-((1-(tert-Butoxycarbonyl)piperidin-4-yl)(methyl)amino)piperidine-1-carboxylic acid benzyl ester C(C1=CC=CC=C1)OC(=O)N1CCC(CC1)N(C)C1CCN(CC1)C(=O)OC(C)(C)C